1-(4-((4-(4-((9-cyclopentyl-8-(phenylamino)-9H-purin-2-yl)amino)phenyl)piperazin-1-yl)methyl)-3-fluorophenyl)dihydropyrimidine-2,4(1H,3H)-dione C1(CCCC1)N1C2=NC(=NC=C2N=C1NC1=CC=CC=C1)NC1=CC=C(C=C1)N1CCN(CC1)CC1=C(C=C(C=C1)N1C(NC(CC1)=O)=O)F